N[C@H](C(=O)O)CCCCNC(CCC#C)=O (S)-2-amino-6-pent-4-ynamidohexanoic acid